6-chloro-7-methoxy-2-phenyl-8-(1H-pyrazol-5-yl)-4H-chromen-4-one ClC=1C=C2C(C=C(OC2=C(C1OC)C1=CC=NN1)C1=CC=CC=C1)=O